N-((R)-2-cyano-1-(4-(ethylsulfonyl)phenyl)ethyl)-5-fluoro-6-((S)-3-(4-(trifluoromethyl)phenoxy)pyrrolidin-1-yl)nicotinamide C(#N)C[C@H](C1=CC=C(C=C1)S(=O)(=O)CC)NC(C1=CN=C(C(=C1)F)N1C[C@H](CC1)OC1=CC=C(C=C1)C(F)(F)F)=O